B(C1=C(C=CC(=C1)F)CNC(=O)OC(C)(C)C)(O)O (2-BOC-AMINOMETHYL-5-FLUOROPHENYL)BORONIC ACID